CC1=CNC=2N=CN=C(C21)N2CCSC(=C2)C(=O)NC[C@@H]2NCCCC2 (R)-4-(5-methyl-7H-pyrrolo[2,3-d]pyrimidin-4-yl)-N-(piperidin-2-ylmethyl)-3,4-dihydro-2H-1,4-thiazine-6-carboxamide